CC(C)(C)[S@@](=O)/N=C/[C@@H](C)O[C@H](C(F)(F)F)C (R)-2-Methyl-N-((R,E)-2-(((S)-1,1,1-trifluoropropan-2-yl)oxy)propylidene)propane-2-sulfinamide